O=C1O[C@]2(CN1CC=1N=NN(C1)C1=CC=C(C=C1)C(F)(F)F)C[C@H](CCC2)CN2C=NC1=C2C=C(C=C1)C#N 1-{[(5S,7S)-2-oxo-3-({1-[4-(trifluoromethyl)phenyl]-1H-1,2,3-triazol-4-yl}methyl)-1-oxa-3-azaspiro[4.5]dec-7-yl]methyl}-1H-benzimidazole-6-carbonitrile